C(C)(=O)O[C@@H]1CN(C[C@H]1O)C1=NC=2N(C=C(C(C2C=C1F)=O)C(N[C@H](C(F)(F)F)CC)=O)C1=C(C=C(C=C1F)F)F (3R,4R)-1-[3-fluoro-5-oxo-6-{[(2S)-1,1,1-trifluorobut-2-yl] carbamoyl}-8-(2,4,6-trifluorophenyl)-5,8-dihydro-1,8-naphthyridin-2-yl]-4-hydroxypyrrolidin-3-yl acetate